3-hydroxy-1-imidazol-1-yl-4-methyl-pentan-1-one OC(CC(=O)N1C=NC=C1)C(C)C